(S)-(3-amino-5-(1-amino-1,3-dihydrospiro[indene-2,4'-piperidin]-1'-yl)pyrazin-2-yl)(2-amino-7,7-difluoro-6,7-dihydrothiazolo[5,4-c]pyridin-5(4H)-yl)methanone NC=1C(=NC=C(N1)N1CCC2(CC1)[C@@H](C1=CC=CC=C1C2)N)C(=O)N2CC1=C(C(C2)(F)F)N=C(S1)N